2-(2-oxo-2-phenylethyl)benzonitrile O=C(CC1=C(C#N)C=CC=C1)C1=CC=CC=C1